1-hydroxy-N-(3-(trifluoromethyl)phenyl)-1,3-dihydrobenzo[c][1,2]oxaborole-5-carboxamide OB1OCC2=C1C=CC(=C2)C(=O)NC2=CC(=CC=C2)C(F)(F)F